CN1N=CC(=C1)S(=O)(=O)NC1=NC(=CC(=N1)OC1=C(C=CC=C1)C)C1C(C1)C1=CC=CC=C1 1-Methyl-N-[4-(2-methylphenoxy)-6-(2-phenylcyclopropyl)pyrimidin-2-yl]pyrazole-4-sulfonamide